C1(CC1)N(C(=O)CN1N=C(C=2C(=CC=CC12)C1=C(C=C2C=NN(C2=C1)C)F)C1CCN(CC1)C(C)=O)CC(=O)NCC(=O)OC methyl {[(N-cyclopropyl{[3-(1-acetyl-4-piperidyl)-5'-fluoro-1'-methyl-1H,1'H-4,6'-biindazolyl-1-yl]methyl}carbonylamino)methyl]carbonylamino}acetate